OC1(CCCCC1)C1(CCCCC1)O dihydroxybicyclohexane